FC(C=1C=C(C(=O)N2CCC(CC2)(C(=O)NCC2=C(C=C(C=C2OC)OC)OC)NC(C2=CC=C(C=C2)C2=CC=C(C=C2)OC)=O)C=C(C1)C(F)(F)F)(F)F 1-[3,5-bis(trifluoromethyl)benzoyl]-4-[[4-(4-methoxyphenyl)benzoyl]amino]-N-[(2,4,6-trimethoxyphenyl)methyl]piperidine-4-carboxamide